C1(CC1)C=1C(=NSC1C(=O)NC1=CC(=NC=C1)C(F)(F)F)C=1C=NC=NC1 4-CYCLOPROPYL-3-(PYRIMIDIN-5-YL)-N-(2-(TRIFLUOROMETHYL)PYRIDIN-4-YL)ISOTHIAZOLE-5-CARBOXAMIDE